FC1=CC=C(C=C1)C=1C(=CN2C1C(NCC2)=O)B2OC(C(O2)(C)C)C 8-(4-fluorophenyl)-7-(4,4,5-trimethyl-1,3,2-dioxaborolan-2-yl)-2H,3H,4H-pyrrolo[1,2-a]pyrazin-1-one